[Co](Cl)(Cl)Cl cobalt (iii) chloride